bis(2,3-dimercaptopropylthio) sulfide SC(CSSSCC(CS)S)CS